2-(4-chloro-2-methyl-phenoxy)propionic acid ClC1=CC(=C(OC(C(=O)O)C)C=C1)C